C1(CCC1)OC1=C(C=CC=C1)S(=O)(=O)Cl 2-Cyclobutoxybenzenesulfonyl chloride